(2R)-2-methylbut-3-enoyl-amide C[C@@H](C(=O)[NH-])C=C